Cl.CN1C(=CC=C1)C(=O)O (R)-1-methylpyrrole-2-formic acid hydrochloride